FC(OC1=CC=C(C(=O)NC=2C(N(N(C2C2=CC=C(C=C2)OC)C)C2=CC=CC=C2)=O)C=C1)F 4-(difluoromethoxy)-N-[5-(4-methoxyphenyl)-1-methyl-3-oxo-2-phenyl-2,3-dihydro-1H-pyrazol-4-yl]benzamide